N-BUTANE CCCC